CN1CCN(CC1)C/C=C/C(=O)NC1=NC=C(N=C1)C1=CC(=CC=C1)[C@@H](C(NC=1SC(=CN1)C(F)(F)F)=O)C (S,E)-4-(4-methylpiperazin-1-yl)-N-(5-(3-(1-oxo-1-((5-(trifluoromethyl)thiazol-2-yl)amino)propan-2-yl)phenyl)pyrazin-2-yl)but-2-enamide